C(C)(C)(C)OC(=O)N1CC2(C1)CCN(CC2)C2=NC(=NC1=C(C(=C(C=C21)I)Br)F)OC2CCN(CC2)C 7-{7-bromo-8-fluoro-6-iodo-2-[(1-methylpiperidin-4-yl)oxy]quinazolin-4-yl}-2,7-diazaspiro[3.5]nonane-2-carboxylic acid tert-butyl ester